Trans-3-((4-methoxy-5-(quinoxalin-6-yl)pyrrolo[2,1-f][1,2,4]triazin-2-yl)amino)-1-methylcyclobutan-1-ol COC1=NC(=NN2C1=C(C=C2)C=2C=C1N=CC=NC1=CC2)NC2CC(C2)(O)C